6-(1H-pyrrol-3-yl)-N-(4-(pyrrolidin-1-ylmethyl)pyridin-2-yl)benzo[d]thiazol-2-amine N1C=C(C=C1)C1=CC2=C(N=C(S2)NC2=NC=CC(=C2)CN2CCCC2)C=C1